pyrido[3,4-d]Pyrimidine-5-carbonitrile N1=CN=CC2=C1C=NC=C2C#N